N1-(2,2-difluoro-6-((4-fluoro-3-(trifluoromethyl)phenyl)carbamoyl)benzo[d][1,3]dioxol-5-yl)-4-fluoro-6-methoxy-N3-((1-(methylsulfonyl)cyclopropyl)methyl)isophthalamide FC1(OC2=C(O1)C=C(C(=C2)NC(C2=CC(C(=O)NCC1(CC1)S(=O)(=O)C)=C(C=C2OC)F)=O)C(NC2=CC(=C(C=C2)F)C(F)(F)F)=O)F